NC1=NC=CC=2N1C(=NC2C=2CCN(CC2)C(C(C)C)=O)C2=CC=C(CNC(C1=C(C=CC(=C1)F)OC)=O)C=C2 N-(4-(5-amino-1-(1-isobutyryl-1,2,3,6-tetrahydropyridin-4-yl)imidazo[1,5-c]pyrimidin-3-yl)benzyl)-5-fluoro-2-methoxybenzamide